tert-butyl (2S)-2-[7-[(E)-3-[tert-butyl(dimethyl)silyl]oxyprop-1-enyl]-5-cyclopropyl-pyrazolo[1,5-a]pyrimidin-2-yl]piperidine-1-carboxylate [Si](C)(C)(C(C)(C)C)OC/C=C/C1=CC(=NC=2N1N=C(C2)[C@H]2N(CCCC2)C(=O)OC(C)(C)C)C2CC2